5-oxazol-4-yl-4-(oxetan-3-yloxy)-N-[(1R,3S)-3-([1,2,4]triazolo[4,3-a]pyridin-3-yl)cyclohexyl]pyrimidin-2-amine O1C=NC(=C1)C=1C(=NC(=NC1)N[C@H]1C[C@H](CCC1)C1=NN=C2N1C=CC=C2)OC2COC2